ClC1=NC=C(C(=C1)NC=1C=NN2C1C(=C(C=C2)[C@@H](C(F)(F)F)OC)OC)OCOC (S)-N-(2-chloro-5-(methoxymethoxy)pyridin-4-yl)-4-methoxy-5-(2,2,2-trifluoro-1-methoxyethyl)pyrazolo[1,5-a]pyridin-3-amine